C(C)(C)(C)OC(=O)N1C[C@H](CC1)NC=1C(=NC(=CC1)S(NC=1N=CSC1)(=O)=O)C (S)-3-((2-methyl-6-(N-(thiazol-4-yl)sulfamoyl)pyridin-3-yl)amino)pyrrolidine-1-carboxylic acid tert-butyl ester